N1=C(C=CC=C1)C=1NC2=CC=CC=C2C1 pyridyl-Indole